4,4-dihydroxy-8-{[1-(3-phenylpropanoyl)azetidin-3-yl]oxy}-5-oxa-4-boranuidabicyclo[4.4.0]deca-1(6),7,9-triene-7-carboxylic acid disodium salt [Na+].[Na+].O[B-]1(CCC=2C=CC(=C(C2O1)C(=O)O)OC1CN(C1)C(CCC1=CC=CC=C1)=O)O.O[B-]1(CCC=2C=CC(=C(C2O1)C(=O)O)OC1CN(C1)C(CCC1=CC=CC=C1)=O)O